7-amino-2,3,4,5-tetrahydro-3-(2-ethoxyethoxy)benzo[b][1,4]oxazepine NC1=CC2=C(OCC(CN2)OCCOCC)C=C1